tert-Butyl 4-{5-[4-(methylcarbamothioyl)phenyl]-1,3,4-oxadiazol-2-yl}piperidine-1-carboxylate CNC(=S)C1=CC=C(C=C1)C1=NN=C(O1)C1CCN(CC1)C(=O)OC(C)(C)C